FC=1C=C(C=CC1)[C@@H]1N(CCC1)C=1C=CC=2N(N1)C(=CN2)C2=CC=CC(=N2)N2CCN(CC2)CCCNC=2C=CC=C1C(=NN(C21)C)C2C(NC(CC2)=O)=O 3-(7-((3-(4-(6-(6-((R)-2-(3-fluorophenyl)pyrrolidin-1-yl)imidazo[1,2-b]pyridazin-3-yl)pyridin-2-yl)piperazin-1-yl)propyl)amino)-1-methyl-1H-indazol-3-yl)piperidine-2,6-dione